3-(3,3-dimethylureido)phenyl tert-butylcarbamate C(C)(C)(C)NC(OC1=CC(=CC=C1)NC(=O)N(C)C)=O